(3R,3aS,4R,5R,7R,9R,9aR,12R)-7-(chloromethyl)-3-methoxy-4,7,9,12-tetramethyl-8-oxodecahydro-4,9a-propanocyclopenta[8]annulen-5-yl-2-(tosyloxy)acetate ClC[C@@]1(C[C@H]([C@@]2([C@@H]3[C@]([C@H](C1=O)C)(CC[C@H]3OC)CC[C@H]2C)C)C(C(=O)[O-])OS(=O)(=O)C2=CC=C(C)C=C2)C